3-[1-[[3-[2-[2-hydroxy-1-(hydroxymethyl)ethylamino]ethoxy]-5,7-dimethyl-1-adamantyl]methyl]-5-methyl-pyrazol-4-yl]pyridine-2-carboxylic acid OCC(CO)NCCOC12CC3(CC(CC(C1)(C3)C)(C2)C)CN2N=CC(=C2C)C=2C(=NC=CC2)C(=O)O